N-methyl-N-((1-(((6-(1-methyl-1H-pyrazol-4-yl)pyrazolo[1,5-a]pyrazin-4-yl)oxy)methyl)cyclopropyl)methyl)acrylamide CN(C(C=C)=O)CC1(CC1)COC=1C=2N(C=C(N1)C=1C=NN(C1)C)N=CC2